OC=1C=C(C(=O)OC=2C=C(C(=O)OC=3C=C(C(=O)OC=4C=C(C(=O)OC5=C(C=CC=C5)OC(C5=CC(=C(C(=C5)O)O)OC(C5=CC(=C(C(=C5)O)O)OC(C5=CC(=C(C(=C5)O)O)OC(C5=CC(=C(C(=C5)OC(C5=CC(=C(C(=C5)O)O)O)=O)O)O)=O)=O)=O)=O)C=C(C4O)O)C=C(C3O)O)C=C(C2O)O)C=C(C1O)OC(C1=CC(=C(C(=C1)O)O)O)=O 3-phenylene bis(3-((3-((3-((3,4-dihydroxy-5-((3,4,5-trihydroxybenzoyl) oxy) benzoyl) oxy)-4,5-dihydroxybenzoyl) oxy)-4,5-dihydroxybenzoyl) oxy)-4,5-dihydroxybenzoate)